CC(C(=O)OCCOC)C(C(C)C)C 2-methoxyethyl 2,3,4-trimethylpentanoate